C(C=C)C=1C2=C(C(=NC1)NCC1=C(C=C(C=C1)OC)OC)C(=NN2[C@H]2C[C@@H](CCC2)C(NC(CCC)C)=O)C2=CC=C(C(=O)NC1=NC=CC(=C1)C(F)(F)F)C=C2 4-[7-allyl-4-[(2,4-dimethoxyphenyl)methylamino]-1-[(1R,3R)-3-(pent-4-ylcarbamoyl)cyclohexyl]pyrazolo[4,3-c]pyridin-3-yl]-N-[4-(trifluoromethyl)-2-pyridinyl]benzamide